C(CCCC\C=C/C\C=C/C\C=C/CCCCC)(=O)N[C@@H](CCC(N)=O)C(=O)O γ-linolenoyl-glutamine